tert-Butyl 2-(4,4-difluoro-1-hydroxycyclohexyl)-2-mercaptoacetate tert-Butyl-2-(4,4-difluoro-1-hydroxycyclohexyl)-2-mercaptoacetate C(C)(C)(C)OC(C(S)C1(CCC(CC1)(F)F)O)=O.FC1(CCC(CC1)(O)C(C(=O)OC(C)(C)C)S)F